2-Ethoxycarbonylthioxanthone C(C)OC(=O)C1=CC=2C(C3=CC=CC=C3SC2C=C1)=O